methyl 1-[[4-[2-(2-amino-3-pyridyl)-5-phenyl-imidazo[4,5-b]pyridin-3-yl]phenyl]methyl]-3,3-dimethyl-piperidine-4-carboxylate NC1=NC=CC=C1C1=NC=2C(=NC(=CC2)C2=CC=CC=C2)N1C1=CC=C(C=C1)CN1CC(C(CC1)C(=O)OC)(C)C